5-cyclopropyl-1H-indazol C1(CC1)C=1C=C2C=NNC2=CC1